CCCCCCCC/C=C\CCCCCCCCCC(=O)OC[C@H](COP(=O)(O)OC[C@@H](C(=O)O)N)OC(=O)CCCC/C=C\C/C=C\C/C=C\CCCCC 1-(11Z-eicosenoyl)-2-(6Z,9Z,12Z-octadecatrienoyl)-glycero-3-phosphoserine